OC=1C=C(C=CC1C)NC(=O)N1CCN(CC1)S(=O)(=O)C=1C=C2CCNC2=CC1 N-(3-hydroxy-4-methylphenyl)-4-(indolin-5-ylsulfonyl)piperazine-1-carboxamide